3-(6-(6-(2-(ethyl (isopropyl) carbamoyl)-4-fluorophenoxy)-1,2,4-triazin-5-yl)-2,6-diazaspiro[3.4]oct-2-yl)-4-methylpentylmethanesulfonate C(C)N(C(=O)C1=C(OC2=C(N=CN=N2)N2CC3(CN(C3)C(CCCS(=O)(=O)[O-])C(C)C)CC2)C=CC(=C1)F)C(C)C